BrC1=CC=C(C=C1)C1C(C)O1 trans-1-(4-bromophenyl)propylene oxide